tris(2-(trifluoromethyl)-phenyl)iridium (III) FC(C1=C(C=CC=C1)[Ir](C1=C(C=CC=C1)C(F)(F)F)C1=C(C=CC=C1)C(F)(F)F)(F)F